tris[2-(p-tolyl)pyridine] iridium [Ir].C1(=CC=C(C=C1)C1=NC=CC=C1)C.C1(=CC=C(C=C1)C1=NC=CC=C1)C.C1(=CC=C(C=C1)C1=NC=CC=C1)C